BrC1=CC=C2C=CC3=C(C=CC4=CC=C1C2=C34)Br 1,6-dibromopyrene